NC1=C(C(=NN1C1(CC1)C)C1=C(C=C(C=C1)B1OC(C(O1)(C)C)(C)C)F)C#N 5-Amino-3-[2-fluoro-4-(4,4,5,5-tetramethyl-1,3,2-dioxaborolan-2-yl)phenyl]-1-(1-methylcyclopropyl)pyrazole-4-carbonitrile